1-(5-(2-aminoquinazolin-6-yl)-1-methyl-1H-pyrazol-3-yl)-3-(4-((4-methylpiperazin-1-yl)methyl)-3-(trifluoromethyl)phenyl)urea NC1=NC2=CC=C(C=C2C=N1)C1=CC(=NN1C)NC(=O)NC1=CC(=C(C=C1)CN1CCN(CC1)C)C(F)(F)F